tert-Butyl (1R,5S)-3-(7-(3-hydroxynaphthalen-1-yl)-2-((tetrahydro-1H-pyrrolizin-7a(5H)-yl)methoxy)pyrido[3,2-d]pyrimidin-4-yl)-3,8-diazabicyclo[3.2.1]octane-8-carboxylate OC=1C=C(C2=CC=CC=C2C1)C1=CC=2N=C(N=C(C2N=C1)N1C[C@H]2CC[C@@H](C1)N2C(=O)OC(C)(C)C)OCC21CCCN1CCC2